ClCC1=NC2=C(N1C)C=CC(=C2)C 2-chloromethyl-1,5-dimethyl-1H-benzimidazole